ClC1=C(C=2OCCC3N(C2N=C1)CCNC3)C 3-chloro-4-methyl-7,7a,8,9,10,11-hexahydro-6H-pyrazino[1,2-d]pyrido[3,2-b][1,4]oxazepine